9-benzyl-2,7-di-tert-butyl-N3,N6-bis(2-chlorophenyl)-9H-carbazole-3,6-diamine C(C1=CC=CC=C1)N1C2=CC(=C(C=C2C=2C=C(C(=CC12)C(C)(C)C)NC1=C(C=CC=C1)Cl)NC1=C(C=CC=C1)Cl)C(C)(C)C